CC(CCC(=O)NCCN1CCCC1)=CC 4-methyl-N-(2-(pyrrolidin-1-yl)ethyl)hex-4-enamide